diisopropylgermanium dichloride C(C)(C)[Ge](C(C)C)(Cl)Cl